FC(C=1C(=C(C=CC1)[C@@H](C)NC1=C2C(=C(N=N1)C)C=NC(=C2)C=2C=C(CN1CCC(CC1)C1=C(C=C(C=C1F)[C@@]1(C(NC(CC1)=O)=O)C)F)C=CC2)F)F (R)-3-(4-(1-(3-(1-(((R)-1-(3-(difluoromethyl)-2-fluorophenyl)ethyl)amino)-4-methylpyrido[3,4-d]pyridazin-7-yl)benzyl)piperidin-4-yl)-3,5-difluorophenyl)-3-methyl-piperidine-2,6-dione